FC1=C(CNC2=NC(=NC=C2C(=O)N)NC=2C=NN(C2)CC)C(=CC=C1)OC 4-((2-fluoro-6-methoxybenzyl)amino)-2-((1-ethyl-1H-pyrazol-4-yl)amino)pyrimidin-5-carboxamide